(S)-N-(1-cyclohexyl-2-((6-(3,5-dimethyl-1H-pyrazol-4-yl)pyridin-3-yl)amino)-2-oxoethyl)-1-(prop-2-yn-1-yl)-1H-pyrazole-5-carboxamide C1(CCCCC1)[C@@H](C(=O)NC=1C=NC(=CC1)C=1C(=NNC1C)C)NC(=O)C1=CC=NN1CC#C